C(C)(C)NC1=CC(=NC=C1C=1SC(=NN1)N1CCNCC1)C1=CC=C2N1N=CC(=C2)C#N 7-(4-(isopropylamino)-5-(5-(piperazin-1-yl)-1,3,4-thiadiazol-2-yl)pyridin-2-yl)pyrrolo[1,2-b]pyridazine-3-carbonitrile